CC1(CC(OC(=C1)C1=[N+](N(C2=C(C=CC=C12)F)C)[O-])=O)C 3-(4,4-Dimethyl-2-oxo-3,4-dihydro-2H-pyran-6-yl)-7-fluoro-1-methyl-1H-indazole 2-oxide